NCC=1OC2=C(C1)C=C(C=C2C2=CC=NC=C2)C2=CC=C(C=C2)C(=S)N2CCC(CC2)(F)F (4-(2-(aminomethyl)-7-(pyridin-4-yl)benzofuran-5-yl)phenyl)(4,4-difluoropiperidin-1-yl)methanethione